ClC1=NC=C(C(=N1)NCC1=CC=C(C=C1)OC)OC 2-chloro-5-methoxy-N-(4-methoxyphenyl)methylpyrimidin-4-amine